BrC1=CC2=C(C3=C1C=CO3)SC=C2COC2=C(C=CC=C2)CC(=O)OCC ethyl 2-(2-((4-bromothieno[3,2-g]benzofuran-6-yl)methoxy)phenyl)acetate